2-((S)-1-[1,4]Dioxan-2-ylmethoxy)-9-(2-methoxy-ethoxy)-6,7-dihydro-pyrimido[6,1-a]isoquinolin-4-one O1[C@@H](COCC1)COC1=NC(N2C(C3=CC=C(C=C3CC2)OCCOC)=C1)=O